2-((1-(cyclopropylmethyl)-6-nitro-2-oxo-1,2-dihydro-1,8-naphthyridin-3-yl)oxy)-N-methylacetamide C1(CC1)CN1C(C(=CC2=CC(=CN=C12)[N+](=O)[O-])OCC(=O)NC)=O